C1=CC=C2C=C3C=CC=C3C=C12 r-s-indacen